O1CC(C1)OC1=NC(=NC=C1C(F)(F)F)N[C@H]1C[C@H](CCC1)C1=NN=C2N1C=CC=C2NC(C=C)=O N-[3-[(1S,3R)-3-[[4-(oxetan-3-yloxy)-5-(trifluoromethyl)pyrimidin-2-yl]amino]cyclohexyl]-[1,2,4]triazolo[4,3-a]pyridin-8-yl]prop-2-enamide